(S)-3-(1-aminoethyl)-8-fluoro-2-(pyridin-3-yl)-2H-benzo[e][1,2]Thiazine-1,1-dioxide N[C@@H](C)C=1N(S(C2=C(C1)C=CC=C2F)(=O)=O)C=2C=NC=CC2